ClC1=NNC=C1C1=CC=C2C(=CN(C2=C1)CCN(C)C)C(=O)C1COC2=CC=C(C=C2C1)F [6-(3-Chloro-1H-pyrazol-4-yl)-1-[2-(dimethylamino)ethyl]indol-3-yl]-(6-fluorochroman-3-yl)methanone